C1(CC1)C1=CC=2N(C(=C1)CC1=CC=C(C=C1)C(F)(F)F)N=CN2 7-cyclopropyl-5-(4-(trifluoromethyl)benzyl)-[1,2,4]triazolo[1,5-a]pyridine